C(C)(C)C1=C(NC2=CC=C(C=C12)CC1CN(C1)C1CCOCC1)C=1C(=C(C(N(C1)C)=O)C)C 5-(3-Isopropyl-5-((1-(tetrahydro-2H-pyran-4-yl)azetidin-3-yl)methyl)-1H-indol-2-yl)-1,3,4-trimethylpyridin-2(1H)-on